C1(CCCCC1)NC1=NC=CC(=N1)C=1N(C(=NC1C1=CC(=C(C=C1)Cl)Cl)C1CCNCC1)CCC cyclohexyl-{4-[5-(3,4-dichlorophenyl)-2-piperidin-4-yl-3-propyl-3h-imidazol-4-yl]-pyrimidin-2-yl}amine